2-[6-(2,3-Dihydro-benzo[1,4]dioxin-5-yl)-2-methoxy-pyridin-3-ylamino]-N-piperidin-4-ylmethyl-benzamide O1CCOC2=C1C=CC=C2C2=CC=C(C(=N2)OC)NC2=C(C(=O)NCC1CCNCC1)C=CC=C2